(4-cyclopropylpiperazin-1-yl)(6-azaspiro[2.5]octan-1-yl)methanone C1(CC1)N1CCN(CC1)C(=O)C1CC12CCNCC2